C1(=CC=CC=C1)NC(=O)NC(C(F)(F)F)([C@]1(CN(CC1)C(C)(C)C=1C=NC(=CC1)C)CCC=1SC(=CC1)F)F |o1:15| 1-phenyl-3-(1,2,2,2-tetrafluoro-1-((R or S)-3-(2-(5-fluoro-thiophen-2-yl)ethyl)-1-(2-(6-methylpyridin-3-yl)propan-2-yl)pyrrolidin-3-yl)ethyl)urea